ClC1=C(C=CC=C1)N1C(N=C(C2=CC=C(C=C12)C1CC1)NC(C)C)=O 1-(2-chlorophenyl)-7-cyclopropyl-4-(isopropylamino)quinazolin-2(1H)-one